3-methoxy-4-({4-[methyl-(3-methyl-1H-indazol-6-yl)amino]-2-pyrimidinyl}amino)benzenesulfonamide COC=1C=C(C=CC1NC1=NC=CC(=N1)N(C1=CC=C2C(=NNC2=C1)C)C)S(=O)(=O)N